COCCOCCOC1=CC=C(C=C1)B(O)O (4-(2-(2-methoxyethoxy)ethoxy)phenyl)boronic acid